COC1=C(C(=CC=C1)[N+](=O)[O-])N1CCCC1 (2-methoxy-6-nitrophenyl)pyrrolidine